1,2-dimyristoyl-sn-glycero-3-phosphorylglycerol sodium salt [Na].C(CCCCCCCCCCCCC)(=O)OC[C@@H](OC(CCCCCCCCCCCCC)=O)COP(=O)(O)OCC(O)CO